[4-(9H-carbazole-9-yl)butyl]acetic acid C1=CC=CC=2C3=CC=CC=C3N(C12)CCCCCC(=O)O